ClC=1C=CC(=C(C1)C1=NN(C=C1NC(=O)C=1C=NN2C1N=CC=C2)CC(=O)NC2CCCC2)OC N-(3-(5-chloro-2-methoxyphenyl)-1-(2-(cyclopentylamino)-2-oxoethyl)-1H-pyrazol-4-yl)pyrazolo[1,5-a]pyrimidine-3-carboxamide